4-(4-methylphenylsulfanyl)-1,3-dioxolan-2-one CC1=CC=C(C=C1)SC1OC(OC1)=O